C1=C(C=CC=C1)O Benzen-2-ol